6,7-dimethyl-2-((2S)-2-(2-methyl-4-pyridinyl)-4-morpholinyl)-4-(trans-3-(trifluoromethyl)cyclobutyl)pteridine CC=1N=C2C(=NC(=NC2=NC1C)N1C[C@@H](OCC1)C1=CC(=NC=C1)C)[C@@H]1C[C@H](C1)C(F)(F)F